N-(4-(tert-butylamino)-7-fluoropyrido[3,2-d]pyrimidin-2-yl)acetamide C(C)(C)(C)NC=1C2=C(N=C(N1)NC(C)=O)C=C(C=N2)F